2-(2,6-dioxopiperidin-3-yl)-7,8,9,10-tetrahydroazepino[4,5-e]isoindole-1,3(2H,6H)-dione O=C1NC(CCC1N1C(C=2C=CC3=C(C2C1=O)CCNCC3)=O)=O